CN1CCC(CC1)NC=1C=2C=C(N(C2C=CC1)CC(F)(F)F)C=1SC(=NN1)CNC1=CC=C(C=C1)S(=O)(=O)C N-(1-methylpiperidin-4-yl)-2-(5-(((4-(methylsulfonyl)phenyl)amino)methyl)-1,3,4-thiadiazol-2-yl)-1-(2,2,2-trifluoroethyl)-1H-indol-4-amine